FC=1C(=NC(=CC1)B1OC(C(O1)(C)C)(C)C)N1C[C@H](C([C@H](C1)C)O)C (3R,4r,5S)-1-(3-fluoro-6-(4,4,5,5-tetramethyl-1,3,2-dioxaborolan-2-yl)pyridin-2-yl)-3,5-dimethylpiperidin-4-ol